2-(2-aminopyridin-4-yl)-3-(4-fluorophenyl)-6,6-dimethyl-1,5,6,7-tetrahydro-4H-pyrrolo[3,2-c]pyridin-4-one formic acid salt C(=O)O.NC1=NC=CC(=C1)C1=C(C=2C(NC(CC2N1)(C)C)=O)C1=CC=C(C=C1)F